Methyl ((4-bromophenoxy) (((2S,5R)-5-(5-iodo-2,4-dioxo-3,4-dihydropyrimidin-1(2H)-yl)-2,5-dihydrofuran-2-yl)methoxy) phosphoryl)-L-alaninate BrC1=CC=C(OP(=O)(OC[C@H]2O[C@H](C=C2)N2C(NC(C(=C2)I)=O)=O)N[C@@H](C)C(=O)OC)C=C1